CC(C(=O)O)=CC(=O)O 2-methyl-2-butenedioic acid